(8s,9s)-5-fluoro-8-(4-fluorophenyl)-9-(2-butyl-4-oxo-1,3-diazaspiro-[4.4]non-1-en-3-yl)-8,9-dihydro-2H-pyrido[4,3,2-de]phthalazin-3(7H)-one FC=1C=C2C=3C(=NNC(C3C1)=O)[C@H]([C@@H](N2)C2=CC=C(C=C2)F)N2C(=NC1(C2=O)CCCC1)CCCC